N-dodecylundecane-1,11-diamine C(CCCCCCCCCCC)NCCCCCCCCCCCN